C(=O)(OC(C)(C)C)N1C[C@H](NCC1)C |r| racemic-1-Boc-3-methylpiperazine